β-(3,5-di-tert-butyl-4-hydroxy-phenyl)propionate C(C)(C)(C)C=1C=C(C=C(C1O)C(C)(C)C)CCC(=O)[O-]